FC(OC1=CC2=C(N=C(S2)NC(=O)C23CC4CC(CC(C2)C4)C3)C=C1)(F)F (3R,5S,7s)-N-[6-(trifluoromethoxy)-1,3-benzothiazol-2-yl]adamantane-1-carboxamide